BrC1=CC(=CC=C1)I 1-bromo-3-iodobenzene